[Cl].[S].[P].[Li] Lithium Phosphorus Sulfur Chlorine